(S)-2,3-dibromo-5-(3-fluoropyrrolidin-1-yl)-6-methylpyridine BrC1=NC(=C(C=C1Br)N1C[C@H](CC1)F)C